[4-(3-{2-[(E)-3,5-diamino-6-chloro-pyrazine-2-carbonylimino]-1,3,8-triaza-spiro[4.5]decan-8-yl}-3-oxo-propyl)-phenoxy]-acetic acid tert-butoxycarbonylmethyl ester C(C)(C)(C)OC(=O)COC(COC1=CC=C(C=C1)CCC(=O)N1CCC2(CN\C(\N2)=N/C(=O)C2=NC(=C(N=C2N)N)Cl)CC1)=O